2-(2-methoxyethyl)-1,2,3,4-tetrahydroisoquinoline COCCN1CC2=CC=CC=C2CC1